NC1=C(C=C(C(=C1)Cl)F)COCCNC(OC(C)(C)C)=O tert-butyl N-[2-[(2-amino-4-chloro-5-fluoro-phenyl)methoxy]ethyl]carbamate